tert-butyl (R)-2-((4-(trifluoromethyl)benzyl)carbamoyl)piperidine-1-carboxylate FC(C1=CC=C(CNC(=O)[C@@H]2N(CCCC2)C(=O)OC(C)(C)C)C=C1)(F)F